ClC1=CN=C2N1C=C(N=C2N2[C@H](CC2)C(F)(F)F)C=2C=NN(C2)CC(=O)N2C(CN(CC2)C(=O)OC(C)(C)C)(C)C tert-butyl 4-[2-[4-[3-chloro-8-[(2R)-2-(trifluoromethyl)azetidin-1-yl]imidazo[1,2-a]pyrazin-6-yl]pyrazol-1-yl]acetyl]-3,3-dimethyl-piperazine-1-carboxylate